FC=1C=C(C=CC1)[C@H](CN[C@@H]1CC[C@H](CC1)NS(=O)(=O)C)O N-((trans)-4-(((R)-2-(3-Fluorophenyl)-2-hydroxyethyl)amino)-cyclohexyl)methanesulfonamide